C(C)(=O)N1[C@@H]2[C@H](CCC1)CN(C2)C2=C(C(NN=C2)=O)C(F)(F)F 5-[(4aR,7aR)-1-acetyl-octahydro-1H-pyrrolo[3,4-b]pyridin-6-yl]-4-(trifluoromethyl)-2,3-dihydropyridazin-3-one